C1(=CC=CC=C1)[C@@H](C)N1CCC1 1-[(1R)-1-phenylethyl]azetidin